NC(C#N)CCSC L-2-amino-4-(methylthio)butanenitrile